(1R,3aS,6aR)-N-((S)-4-hydroxy-3-oxo-1-((S)-2-oxopyrrolidin-3-yl)butan-2-yl)-2-(1H-indole-2-carbonyl)octahydrocyclopenta[c]pyrrole-1-carboxamide OCC([C@H](C[C@H]1C(NCC1)=O)NC(=O)[C@@H]1N(C[C@@H]2[C@H]1CCC2)C(=O)C=2NC1=CC=CC=C1C2)=O